NC1=C(C=C(C(=N1)F)C1=NC=C(C(=C1)CN(C)C)N1CCOCC1)C=1C=C2CCNC(C2=CC1)=O 6-(6'-amino-4-((dimethylamino)methyl)-2'-fluoro-5-morpholino-[2,3'-bipyridin]-5'-yl)-3,4-dihydroisoquinolin-1(2H)-one